(E)-3-phenyl-1-(2-((4-(trifluoromethyl)phenyl)ethynyl)phenyl)prop-2-en-1-one C1(=CC=CC=C1)/C=C/C(=O)C1=C(C=CC=C1)C#CC1=CC=C(C=C1)C(F)(F)F